8-(4-chloro-2-fluorophenyl)-6-(2,2-dimethyl-6-(1-methyl-1H-pyrazol-4-yl)morpholino)-2,3-dimethylpyrido[3,4-d]pyrimidin-4(3H)-one ClC1=CC(=C(C=C1)C1=NC(=CC2=C1N=C(N(C2=O)C)C)N2CC(OC(C2)C=2C=NN(C2)C)(C)C)F